COC1=CC=C(CN(S(=O)(=O)C2=NN(C=C2F)C(CC(=O)OCC)(C)C)CC2=CC=C(C=C2)OC)C=C1 ethyl 3-(3-(N,N-bis(4-methoxybenzyl) sulfamoyl)-4-fluoro-1H-pyrazol-1-yl)-3-methylbutyrate